ClC=1C(=NC(=NC1)NC1=CC=C(C=C1)N1CCNCC1)NC1=C(C#N)C(=CC=C1)OCC1=C(C=CC=C1)OC 2-((5-chloro-2-((4-(piperazin-1-yl)phenyl)amino)pyrimidin-4-yl)amino)-6-((2-methoxybenzyl)oxy)benzonitrile